aluminum chromite [Cr](=O)([O-])[O-].[Al+3].[Cr](=O)([O-])[O-].[Cr](=O)([O-])[O-].[Al+3]